α,α-dimethylphenethylbutyrate CC(CC1=CC=CC=C1)(C)OC(CCC)=O